3-(5-{2',7-dimethyl-1H,2'H-[3,4'-biindazol]-1-yl}pyridin-2-yl)-3-azabicyclo[3.1.0]hexan-6-amine CN1N=C2C=CC=C(C2=C1)C1=NN(C2=C(C=CC=C12)C)C=1C=CC(=NC1)N1CC2C(C2C1)N